C(=C)C1=CC=C(CP(COCCC#N)(COCCC#N)=O)C=C1 4-vinylbenzyl-bis(2-cyanoethoxymethyl)phosphine oxide